FC=1C=C2C(=C(/C(/C2=CC1)=C/C1=CC=C(C=C1)OC1=CC2=CC=CC=C2C=C1)C)CC(=O)O 2-[(1Z)-5-fluoro-2-methyl-1-{[4-(naphthalen-2-yloxy)phenyl]Methylene}-1H-inden-3-yl]Acetic acid